2-(1H-imidazol-1-yl)-N-(1-isopropylpyrrolidin-3-yl)isonicotinamide N1(C=NC=C1)C=1C=C(C(=O)NC2CN(CC2)C(C)C)C=CN1